CC(C(F)(F)OCC(C(C(F)(F)F)F)(F)F)(C(F)(F)F)F hexafluoropropyl-(methyl) methyl-hexafluoropropyl ether